(methyl)((trimethylsilyl)imino)-λ6-sulfanone CS(=O)=N[Si](C)(C)C